C(C)(C)N(C(C)C)P(OCC1=C(CCC(=O)O)C=CC=C1)N(C(C)C)C(C)C.BrC=1C=CC(=C(NCCOC(F)(F)F)C1)[N+](=O)[O-] 5-bromo-2-nitro-N-[2-(trifluoromethoxy)ethyl]aniline 2-(((bis(diisopropylamino)phosphaneyl)oxy)methyl)benzyl-acetate